monocalcium dihydrogen phosphate P(=O)(O)(O)[O-].[Ca+2].P(=O)(O)(O)[O-]